ammonium nitrate [N+](=O)([O-])[O-].[NH4+]